S1(C=CC=C1)B(O)O Thien-1-ylboronic acid